N-((2-acetamido-4-methylthiazol-5-yl)sulfonyl)-5-(3,4-dichlorophenoxy)-1H-indole-2-carboxamide C(C)(=O)NC=1SC(=C(N1)C)S(=O)(=O)NC(=O)C=1NC2=CC=C(C=C2C1)OC1=CC(=C(C=C1)Cl)Cl